ClC1=C(C)C=CC(=C1)N o-chloro-para-aminotoluene